yttrium Aluminum [Al].[Y]